10,20-bis(4-tolyl)porphyrin C1(=CC=C(C=C1)C=1C=2C=CC(=CC3=CC=C(N3)C(=C3C=CC(C=C4C=CC1N4)=N3)C3=CC=C(C=C3)C)N2)C